5-fluoro-2-methylpyridin-1-ium-1-olate FC=1C=CC(=[N+](C1)[O-])C